(6-(5-chloro-6-fluoro-7-(isopropylamino)-1H-indazol-4-yl)imidazo[1,2-a]pyrazin-2-yl)carbamic acid cyclobutyl-formate salt C1(CCC1)C(=O)O.ClC=1C(=C2C=NNC2=C(C1F)NC(C)C)C=1N=CC=2N(C1)C=C(N2)NC(O)=O